O1C(=CC=C1)C1=NN2C(=NC3=C(C2=N1)C=NN3CCCC3=CC=C(C=C3)OC)N 2-(Furan-2-yl)-7-(3-(4-methoxyphenyl)propyl)-7H-pyrazolo[4,3-e][1,2,4]triazolo[1,5-c]pyrimidin-5-amine